Hexadecyloctadecanol C(CCCCCCCCCCCCCCC)C(CCCCCCCCCCCCCCCCC)O